COC(C(COC1=C(N=C2N1C=C(N=C2SC2=CC=CC=C2)C2=CC=CC=C2)CC=2OC=CC2)(C2=CC=CC=C2)C)=O ((2-(furan-2-ylmethyl)-6-phenyl-8-(phenylthio)imidazo[1,2-a]pyrazin-3-yl)oxy)2-methyl-2-phenylpropionic acid methyl ester